O1COC2=C1C=CC(=C2)CCN2C(OC(C2=O)C)C=2C(=NN(C2)C2=CC=C(C=C2)Br)C2=CC=C(C=C2)F 3-(2-(benzo[d][1,3]dioxolan-5-yl)ethyl)-2-(1-(4-bromophenyl)-3-(4-fluorophenyl)-1H-pyrazol-4-yl)-5-methyloxazolidin-4-one